N[C@@H](CO)CC |r| racemic-2-aminobutanol